(S)-2-chloro-4-ethyl-6-(3-hydroxypyrrolidin-1-yl)pyridine-3,5-dicarbonitrile ClC1=NC(=C(C(=C1C#N)CC)C#N)N1C[C@H](CC1)O